C(C1=CC=CC=C1)N1CCN(CC1)C1=CN=C(S1)NC(=O)[C@@H]1CN(CC1)C#N (S)-N-(5-(4-Benzylpiperazin-1-yl)thiazol-2-yl)-1-cyanopyrrolidine-3-carboxamide